FC=1C(=NC=CC1CC=1C=NC=C(C1C)NC1=NC=C(C=C1)OC(F)(F)F)NS(NC)(=O)=O fluoro-N-(methylsulfamoyl)-4-[[4-methyl-5-[[5-(trifluoromethoxy)-2-pyridyl]amino]-3-pyridyl]methyl]pyridin-2-amine